6-(5-((Z)-((1r,2s,5s)-2-fluoro-1,5-dimethyl-8-azabicyclo[3.2.1]oct-3-ylidene)methyl)pyrazin-2-yl)isoquinolin-7-ol F[C@@H]\1[C@]2(CC[C@@](C/C1=C/C=1N=CC(=NC1)C=1C=C3C=CN=CC3=CC1O)(N2)C)C